7-{16-fluoro-7,11-dioxa-19,22,23-triazapentacyclo[16.5.2.12,6.012,17.021,24]hexacosa-1(23),2,4,6(26),12(17),13,15,18,20,24-decaen-5-yl}-hexahydro-1H-[1,3]oxazolo[3,4-a]pyrazin-3-one FC1=CC=CC=2OCCCOC=3C(=CC=C(C4=NNC5=CN=C(C12)C=C45)C3)N3CC4N(CC3)C(OC4)=O